O1C(CCCC1)N1C2=CC=C3OCCCNC(OCCCC4=NOC(C(=N1)C2=C3)=C4)=O 20-(oxan-2-yl)-3,9,15-trioxa-4,11,20,21-tetraazatetracyclo[14.5.2.12,5.019,22]tetracosa-1(21),2(24),4,16,18,22-hexaen-10-one